NC1=CC=C(C(=O)N2C(CCC2)C(=O)NC=2SC=C(N2)C2=NC(=CC=C2)N2C[C@@H](O[C@@H](C2)C)C)C=C1 1-(4-Aminobenzoyl)-N-(4-(6-((2S,6R)-2,6-dimethylmorpholino)pyridin-2-yl)thiazol-2-yl)pyrrolidine-2-carboxamide